(R)-6-bromo-3-((1-(tert-butoxycarbonyl)piperidin-3-yl)amino)-5-methyl-1,2,4-triazin-2-oxide BrC1=C(N=C([N+](=N1)[O-])N[C@H]1CN(CCC1)C(=O)OC(C)(C)C)C